C(C)NS(=O)(=O)N[C@@H]1CC[C@H](OC1)CN1CCC2(CN(C2)C2=NC=NC=C2OC2=C(C(=O)N(C(C)C)C(C)C)C=C(C=C2)F)CC1 ((4-(7-(((2S,5R)-5-((N-Ethylsulfamoyl)amino)tetrahydro-2H-pyran-2-yl)methyl)-2,7-diazaspiro[3.5]nonan-2-yl)pyrimidin-5-yl)oxy)-5-fluoro-N,N-diisopropylbenzamide